1-Ethyl-3-methyl-imidazolium hydrogen sulfate S(=O)(=O)(O)[O-].C(C)N1C=[N+](C=C1)C